O[C@@H]1C[C@H](NC1)C(=O)NC1=CC=CC=2N(C(NC21)=O)[C@@H]2CC[C@@H](CC2)C(NC2=CC(=C(C=C2)C)OC)=O (2S,4R)-4-hydroxy-N-{2-oxo-1-[cis-4-[(3-methoxy-4-methylphenyl)carbamoyl]cyclohexyl]-2,3-dihydro-1H-1,3-benzodiazol-4-yl}pyrrolidine-2-carboxamide